C(C)(C)(C)C=1C(=NC=CN1)/C=C/C(=O)O (E)-3-(3-(tert-butyl)pyrazin-2-yl)acrylic acid